6-chloro-8-Vinyl-3,4-dihydro-1H-pyrano[3,4-c]pyridine ClC=1C=C2C(=C(N1)C=C)COCC2